O(CC1(COC1)CC)CC1(COC1)CC 3,3'-(oxybis(methylene))bis(3-ethyloxetane)